2-{4-[2-(1,1-dimethylethyl)-4,6-dimethyl-1H-imidazo[4,5-c]pyridin-1-yl]phenyl}ethyl (4-methylphenyl)sulfonylcarbamate CC1=CC=C(C=C1)S(=O)(=O)NC(OCCC1=CC=C(C=C1)N1C(=NC=2C(=NC(=CC21)C)C)C(C)(C)C)=O